1-(4-(4-AMINO-7-CYCLOPROPYL-7H-PYRROLO[2,3-D]PYRIMIDIN-5-YL)-2,6-DIFLUOROPHENYL)-3-(3-(1-(TRIFLUOROMETHYL)CYCLOPROPYL)ISOXAZOL-5-YL)UREA NC=1C2=C(N=CN1)N(C=C2C2=CC(=C(C(=C2)F)NC(=O)NC2=CC(=NO2)C2(CC2)C(F)(F)F)F)C2CC2